4-cyano-4'-heptyloxy-azobenzene C(#N)C1=CC=C(C=C1)N=NC1=CC=C(C=C1)OCCCCCCC